[Cl-].C(C1=CC=CC=C1)OC(=O)NCC1(C2CC[NH2+]CC12)C1=NN(C=C1)C 7-((((benzyloxy)carbonyl)amino)methyl)-7-(1-methyl-1H-pyrazol-3-yl)-3-azabicyclo[4.1.0]heptan-3-ium chloride